S1C(=NC=C1)C1=CC(=CC=2N=C(OC21)N2CC1CCC(C2)N1C(=O)OC(C)(C)C)C(C(F)(F)F)(O)O tert-Butyl 3-(7-(thiazol-2-yl)-5-(2,2,2-trifluoro-1,1-dihydroxyethyl)benzo[d]oxazol-2-yl)-3,8-diazabicyclo[3.2.1]octane-8-carboxylate